COC1=C(C=C(C(=C1)OC)CC1=NNC(C2=CC=CC=C12)=O)C1=CC2=C(NC(=N2)NC(OC)=O)C=C1 Methyl (5-(2,4-dimethoxy-5-((4-oxo-3,4-dihydrophthalazin-1-yl)methyl)phenyl)-1H-benzoimidazol-2-yl)carbamate